4,5-diamino-1,2-di-(2-hydroxyethyl)-1,2-dihydro-pyrazol-3-one NC=1C(N(N(C1N)CCO)CCO)=O